2-((3aR,5r,6aS)-5-benzyl-5-hydroxyhexahydrocyclopenta[c]pyrrol-2(1H)-yl)-1-(3'-methoxy-[1,1'-biphenyl]-3-yl)ethanone C(C1=CC=CC=C1)C1(C[C@@H]2[C@@H](CN(C2)CC(=O)C=2C=C(C=CC2)C2=CC(=CC=C2)OC)C1)O